trans-but-2-ene C\C=C\C